(S)-3-(1-hydroxy-prop-2-yl)-8-(pyridin-3-yl)-6-(thiazol-5-yl)pyrido[3,4-d]pyrimidin-4(3H)-one OC[C@H](C)N1C=NC2=C(C1=O)C=C(N=C2C=2C=NC=CC2)C2=CN=CS2